3-(2-(Dimethylamino)ethyl)-1H-indol-4-yl N-((tert-butoxycarbonyl)-L-phenylalanyl)-N-methylglycinate formate C(=O)O.C(C)(C)(C)OC(=O)N[C@@H](CC1=CC=CC=C1)C(=O)N(CC(=O)OC1=C2C(=CNC2=CC=C1)CCN(C)C)C